C[C@]1(C(O)=O)CN(C)[C@@H]2CC3=CNC4=CC=CC(C2=C1)=C34 methyl-lysergic acid